3-maleimidocaproic acid C1(C=CC(N1C(CC(=O)O)CCC)=O)=O